C(C)(C)(C)OC(=O)N(C(OC(C)(C)C)=O)C1=NN2C(C=C(C=C2)C2=C(C(=C(C=C2)F)OCCC(C(O)C2=CC=C(C=C2)F)F)F)=N1 tert-butyl (tert-butoxycarbonyl)(7-(2,4-difluoro-3-(3-fluoro-4-(4-fluorophenyl)-4-hydroxybutoxy)phenyl)-[1,2,4]triazolo[1,5-a]pyridin-2-yl)carbamate